O=C1N(C(C=C1)=O)CCOCCOCCOCCC(N[C@@H](C)C(C)C)=O (S)-1-(2,5-dioxo-2,5-dihydro-1H-pyrrol-1-yl)-14-isopropyl-12-oxo-3,6,9-trioxa-13-aza-pentadecane